vanadium dioxide zinc [Zn+2].[O-2].[O-2].[V+5]